1-(3,4-dimethylphenyl)-3-[4-(4-methylpiperazin-1-yl)phenyl]-1H-pyrazolo[4,3-c]quinoline CC=1C=C(C=CC1C)N1N=C(C=2C=NC=3C=CC=CC3C21)C2=CC=C(C=C2)N2CCN(CC2)C